dimethylamino-1,3-Propanediol CN(C)C(CCO)O